(2'-chloro-3'-(5-((3-hydroxyazetidin-1-yl)methyl)-6-methoxypyridin-2-yl)-2-methyl-[1,1'-biphenyl]-3-yl)-1,3-dimethyl-2,4-dioxo-1,2,3,4-tetrahydropyrimidine-5-carboxamide ClC1=C(C=CC=C1C1=NC(=C(C=C1)CN1CC(C1)O)OC)C1=C(C(=CC=C1)C1=C(C(N(C(N1C)=O)C)=O)C(=O)N)C